O=C1C=CC(=NN1CC1CCN(CC1)C=1C(=NC=CN1)C#N)N1N=CC=C1 3-[4-[(6-oxo-3-pyrazol-1-ylpyridazin-1-yl)methyl]piperidin-1-yl]pyrazine-2-carbonitrile